OC1CC2(C1)C[C@@H](N(CC2)CC2=C1C=CNC1=C(C=C2OC)C)C2=CC=C(C(=O)O)C=C2 4-((2S,4s,6r)-2-hydroxy-7-((5-methoxy-7-methyl-1H-indol-4-yl)methyl)-7-azaspiro[3.5]nonan-6-yl)benzoic acid